N,N'-(2,2'-dimethyl-[1,1'-biphenyl]-3,3'-diyl)bis(5-((((1-hydroxycyclopropyl)methyl)amino)methyl)-4-methoxypicolinamide) CC1=C(C=CC=C1NC(C1=NC=C(C(=C1)OC)CNCC1(CC1)O)=O)C1=C(C(=CC=C1)NC(C1=NC=C(C(=C1)OC)CNCC1(CC1)O)=O)C